1,3-dichloro-2,4,6-trifluorobenzene ClC1=C(C(=C(C=C1F)F)Cl)F